FC1=CC=C(C=C1)[C@@H]1N(CCC2=CC=CC=C12)C(=O)N[C@@H]1CN(CCOC1)C(=O)OC(C)(C)C tert-butyl (R)-6-((S)-1-(4-fluorophenyl)-1,2,3,4-tetrahydroisoquinoline-2-carboxamido)-1,4-oxazepane-4-carboxylate